C(C)(C)(C)OC(=O)N1CCC(CC1)(C1=CC=C(C=C1)C(=O)N1CCC(CC1)C1=NC=C(C=C1)C(F)(F)F)OC.C[Si](OCC)(OCC)C Dimethyl-DiethoxySilane tert-butyl-4-methoxy-4-(4-(4-(5-(trifluoromethyl)pyridin-2-yl)piperidine-1-carbonyl)phenyl)piperidine-1-carboxylate